C(C)(C)(C)OC(=O)N1C2(CC(C1)C2)NC2=C(C(=NC1=C(C(=C(C=C21)I)Br)F)Cl)[N+](=O)[O-] ((7-bromo-2-chloro-8-fluoro-6-iodo-3-nitroquinolin-4-yl)amino)-2-azabicyclo[2.1.1]hexane-2-carboxylic acid tert-butyl ester